COC1=CC=C(C=C1)C1CC(CC(C1)=O)=O 5-(4-methoxy-phenyl)-1,3-cyclohexanedione